methyl 2-methyl-6-((4-methylthiazol-5-yl)methoxy)indolizine-3-carboxylate CC=1C=C2C=CC(=CN2C1C(=O)OC)OCC1=C(N=CS1)C